BrC1=CC=C2C3=CC=CC=C3C3=CC=CC=4SC1=C2C43 3-Bromotriphenyleno[1,12-bcd]thiophene